FC(C(=C(C(F)(F)F)C(F)(F)F)C(F)(F)F)(F)F perfluoro(2,3-dimethyl-2-butene)